C1(CC1)NC1=NC(=CC(=N1)O[C@@H]1CN(CC1)CC(=O)NC=1C=CC=C2C(=CNC12)C1=NC(=NC=C1C)NC1=NN(C(=C1)C)C)C(F)(F)F (S)-2-(3-((2-(cyclopropylamino)-6-(trifluoromethyl)pyrimidin-4-yl)oxy)pyrrolidin-1-yl)-N-(3-(2-((1,5-dimethyl-1H-pyrazol-3-yl)amino)-5-methylpyrimidin-4-yl)-1H-indol-7-yl)acetamide